FC1=C(C=CC=C1)N1N=CC(=C1)C(=O)N1CC2=CC=CC=C2C(C1)C=1C=NN(C1)C [1-(2-Fluorophenyl)pyrazol-4-yl]-[4-(1-methylpyrazol-4-yl)-3,4-dihydro-1H-isoquinolin-2-yl]methanone